9-((4-chloro-3-fluoropyridin-2-yl)methyl)-8-(2-chloro-4-(2-(piperazin-1-yl)ethoxy)phenyl)-6-(1-methylcyclopropoxy)-9H-purine ClC1=C(C(=NC=C1)CN1C2=NC=NC(=C2N=C1C1=C(C=C(C=C1)OCCN1CCNCC1)Cl)OC1(CC1)C)F